C(C)(C)OCCCN isopropyl-oxypropylamine